5-(4-((3-ethyl-5-methoxy-2,4-dioxo-1,2,3,4-tetrahydroquinazolin-7-yl)methyl)piperazin-1-yl)-N,6-dimethylpicolinamide C(C)N1C(NC2=CC(=CC(=C2C1=O)OC)CN1CCN(CC1)C=1C=CC(=NC1C)C(=O)NC)=O